6-methoxy-2H-isoindol COC=1C=CC2=CNC=C2C1